C1CCC2=C(C=CC=C12)C1=C(C=C2C(=N1)C(=NN2)C=2C=NN(C2)C2CC(C2)C#N)OC 3-(4-(5-(2,3-dihydro-1H-inden-4-yl)-6-methoxy-1H-pyrazolo[4,3-b]pyridin-3-yl)-1H-pyrazol-1-yl)cyclobutanecarbonitrile